fluoro-5-(5-((1-methylcyclopropyl)ethynyl)-3,4-dihydroquinolin-1(2H)-yl)-[1,2,4]triazolo[4,3-a]quinazoline FC1=NN=C2N1C1=CC=CC=C1C(=N2)N2CCCC1=C(C=CC=C21)C#CC2(CC2)C